CS(=O)(=O)[O-].C(CC)[N+]1=CC(=CC=C1)CCC 1,3-Dipropylpyridinium methanesulfonate